COC(=O)C1CCN(CC1)C1=NC(=NC=C1)C=1N(N=CC1)C 1-[2-(2-methylpyrazol-3-yl)pyrimidin-4-yl]piperidine-4-carboxylic acid methyl ester